1,3-dioxoisoindolin-2-yl 2,2-dimethyl-3-phenylpropionate CC(C(=O)ON1C(C2=CC=CC=C2C1=O)=O)(CC1=CC=CC=C1)C